(+)-3-Hydroxy-4-(p-methoxyphenyl)dihydrofuran-2(3H)-one OC1C(OCC1C1=CC=C(C=C1)OC)=O